pentafluoropentylmethacrylate FC(CCCC(F)(F)F)(F)OC(C(=C)C)=O